C(C1=CC=CC=C1)OC(CCC(=O)SCC)=O 4-(ethylthio)-4-oxobutanoic acid benzyl ester